CN[C@@H]1C[C@@H](N(C1)C(=O)OCC1=CC=CC=C1)CCOC1OCCCC1 benzyl (2R,4R)-4-(methylamino)-2-(2-((tetrahydro-2H-pyran-2-yl)oxy)ethyl)pyrrolidine-1-carboxylate